7-(bromomethyl)-3,3a-dihydro-cyclopenta[b]chroman-1(2H)-one BrCC1=CC=2CC3C(OC2C=C1)CCC3=O